ClC1=NN2C(N=CC3=C2[C@@](CN3C(=O)NC=3C=NC(=C(C3)Cl)N3N=CC(=C3)O)(C(F)(F)F)C)=C1 (R)-2-chloro-N-(5-chloro-6-(4-hydroxy-1H-pyrazol-1-yl)pyridin-3-yl)-8-methyl-8-(trifluoromethyl)-7,8-dihydro-6H-pyrazolo[1,5-a]pyrrolo[2,3-e]pyrimidine-6-carboxamide